[Ti+4].N1N=C(C=C1)C(=O)[O-].C[N-]C.C[N-]C.C[N-]C tris(dimethylamide) (pyrazolate) titanium